2-methyl-3-hydroxy-1,4-naphthoquinone CC=1C(C2=CC=CC=C2C(C1O)=O)=O